OC[C@H]1N(CC1)C1=CC=C(C(=N1)C#N)[N+](=O)[O-] (S)-6-(2-(hydroxymethyl)azetidin-1-yl)-3-nitropicolinonitrile